6-((4-((tert-Butyldiphenylsilyl)oxy)butyl)amino)-11-((2-((3-cyclohexylpropanoyl)-oxy)octyl)thio)undecyl cyclopentadecanecarboxylate C1(CCCCCCCCCCCCCC1)C(=O)OCCCCCC(CCCCCSCC(CCCCCC)OC(CCC1CCCCC1)=O)NCCCCO[Si](C1=CC=CC=C1)(C1=CC=CC=C1)C(C)(C)C